Cl.FC1=CC=CC(=N1)C=1N=C(SC1)NC(=O)[C@H]1NCC1 (S)-N-(4-(6-fluoropyridin-2-yl)thiazol-2-yl)azetidine-2-carboxamide hydrochloride